N-isopropyl-4-(2-((4-(methylsulfonyl)phenyl)amino)thiazol-4-yl)benzenesulfonamide calcium magnesium [Mg].[Ca].C(C)(C)NS(=O)(=O)C1=CC=C(C=C1)C=1N=C(SC1)NC1=CC=C(C=C1)S(=O)(=O)C